(1R,4aS,10aR)-6-((tert-Butyldimethylsilyl)oxy)-1,4a-dimethyl-1,2,3,4,4a,9,10,10a-octahydrophenanthrene-1-carboxylic acid [Si](C)(C)(C(C)(C)C)OC=1C=C2[C@]3(CCC[C@]([C@@H]3CCC2=CC1)(C(=O)O)C)C